3-(benzylsulfanyl)-5-chloro-2-ethoxypyridine C(C1=CC=CC=C1)SC=1C(=NC=C(C1)Cl)OCC